2-methyl-2-(3-methyl-4-((4-((3-(5-oxo-1,4-oxazepan-4-yl)propyl)amino)-5-(trifluoromethyl)pyridin-2-yl)amino)-1H-pyrazol-1-yl)propanenitrile CC(C#N)(C)N1N=C(C(=C1)NC1=NC=C(C(=C1)NCCCN1CCOCCC1=O)C(F)(F)F)C